N1(CCOCC1)C(=O)ONC1=C(C=C(C=C1)S(N)(=O)=O)[N+](=O)[O-] ((2-nitro-4-sulfamoylphenyl) amino) morpholine-4-carboxylate